Cl.FC1=C(C=CC=C1)NN (2-Fluoro-phenyl)hydrazine hydrochloride